7-amino-1-isobutyl-5,8-dimethoxy-4-methylquinolin-2(1H)-one NC1=CC(=C2C(=CC(N(C2=C1OC)CC(C)C)=O)C)OC